(5-(2-(2-(5-chloro-2-(1H-tetrazol-1-yl)phenyl)-1,4-dioxo-octahydropyrrolo[1,2-a]pyrazin-6-yl)-1H-imidazol-5-yl)-6-fluoropyridin-2-yl)acetamide ClC=1C=CC(=C(C1)N1C(C2N(C(C1)=O)C(CC2)C=2NC(=CN2)C=2C=CC(=NC2F)CC(=O)N)=O)N2N=NN=C2